N-cyclopropyl-N-((2,6-dihydroxy-5'-methyl-4-pentyl-2'-(prop-1-en-2-yl)-[1,1'-biphenyl]-3-yl)methyl)acetamide C1(CC1)N(C(C)=O)CC=1C(=C(C(=CC1CCCCC)O)C1=C(C=CC(=C1)C)C(=C)C)O